C1(CC1)C=1N=CN(C1)C1=C(OC2=C1C=CC=C2)C(=O)NC2=NC(=CC=C2)C2=NN=CN2C(C)C (4-cyclopropyl-1H-imidazol-1-yl)-N-(6-(4-isopropyl-4H-1,2,4-triazol-3-yl)pyridin-2-yl)benzofuran-2-carboxamide